ClC1=C(C=C(C=C1)OC)C1=CC=2NC(N(C(C2S1)=O)C=1C(=CSC1)C)=O 4-(6-(2-chloro-5-methoxyphenyl)-2,4-dioxo-1,4-dihydrothieno[3,2-d]pyrimidin-3(2H)-yl)-3-methylthiophene